P(=O)([O-])([O-])[O-].C(=C)[Si+](C)C.C(=C)[Si+](C)C.C(=C)[Si+](C)C tri(vinyl-dimethyl-silicon) phosphate